3-(4-(dimethylamino)phenyl)-5-methyl-1,3-dihydro-2H-imidazo[4,5-b]pyridin-2-one CN(C1=CC=C(C=C1)N1C(NC=2C1=NC(=CC2)C)=O)C